(R)-2-(4-(1,1-difluoroethyl)-3-fluorophenyl)-N-(1-(1-(2,2,2-trifluoroethyl)-1H-pyrazolo[3,4-c]pyridin-5-yl)ethyl)acetamide FC(C)(F)C1=C(C=C(C=C1)CC(=O)N[C@H](C)C=1C=C2C(=CN1)N(N=C2)CC(F)(F)F)F